FC1=C2C(=NC=3N(C2=CC=C1)C(=NN3)C)N3CCCC1=C(C=CC=C31)C#CC(C(C)C)O (1-(6-fluoro-1-methyl-[1,2,4]triazolo[4,3-a]quinazolin-5-yl)-1,2,3,4-tetrahydroquinolin-5-yl)-4-methylpent-1-yn-3-ol